N=1C=CC2=CCC=CC12 5h-indole